monononyl itaconate C(C(=C)CC(=O)[O-])(=O)OCCCCCCCCC